NC1CCC(CC1)OC([C@@H](N)C)=O L-alanine 4-aminocyclohexyl ester